2'-O-methyl-6-N-(benzoyl)adenosine CO[C@H]1[C@@H](O[C@@H]([C@H]1O)CO)N1C=NC=2C(NC(C3=CC=CC=C3)=O)=NC=NC12